hexane-6-yl-(2-pyridinyl)methanone TFA salt OC(=O)C(F)(F)F.CCCCCCC(=O)C1=NC=CC=C1